N-[6-(5-chloro-2-fluorophenyl)pyridazin-4-yl]-6-methoxy-7-[2-(4-methylpiperazin-1-yl)ethoxy]Quinolin-4-amine ClC=1C=CC(=C(C1)C1=CC(=CN=N1)NC1=CC=NC2=CC(=C(C=C12)OC)OCCN1CCN(CC1)C)F